O[C@H]1C[C@@H]2C(C[C@H]3[C@@H]4CC[C@H]([C@@H](CCC(=O)O)C)[C@]4(CC[C@@H]3[C@]2(CC1)C)C)=O 3α-Hydroxy-6-OXO-5α-Cholan-24-OIC Acid